(S)-2,2-dimethylchroman-4-amine hydrochloride Cl.CC1(OC2=CC=CC=C2[C@H](C1)N)C